racemic-tert-butyl (tert-butoxycarbonyl)(7-(4-(1-(1-(4-fluorophenyl)ethyl)-1H-pyrazol-4-yl)pyridin-2-yl)-[1,2,4]triazolo[1,5-a]pyridin-2-yl)carbamate C(C)(C)(C)OC(=O)N(C(OC(C)(C)C)=O)C1=NN2C(C=C(C=C2)C2=NC=CC(=C2)C=2C=NN(C2)[C@H](C)C2=CC=C(C=C2)F)=N1 |r|